BrC=1C(=C(C=C(C1)OC)CC#N)[N+](=O)[O-] 2-(3-bromo-5-methoxy-2-nitrophenyl)acetonitrile